FC1=CC=C(C=C1)SC=C(C1=CC=CC=C1)C1=CC=CC=C1 (2,2-diphenylvinyl) (4-fluorophenyl) sulfide